(3e,5e)-3,5-octadien-2-one CC(\C=C\C=C\CC)=O